L-1,3-dimethyl-2-imidazolidinone CN1C(N(CC1)C)=O